(1R,2S,5S)-3-(2,2-diphenylacetyl)-8-(methyl-((5-methylthiophen-3-yl)methyl)carbamoyl)-3,8-diazabicyclo[3.2.1]octane-2-carboxylic acid C1(=CC=CC=C1)C(C(=O)N1[C@@H]([C@H]2CC[C@@H](C1)N2C(N(CC2=CSC(=C2)C)C)=O)C(=O)O)C2=CC=CC=C2